6-(Azetidin-3-yl)-4-{4-fluoro-2-[(3R)-3-methylmorpholine-4-carbonyl]phenyl}-1-methyl-1H-indazole N1CC(C1)C1=CC(=C2C=NN(C2=C1)C)C1=C(C=C(C=C1)F)C(=O)N1[C@@H](COCC1)C